FC(COCC=C)F 3-(2,2-difluoroethoxy)-1-propene